C(CCC)N(CCCC)CC(=O)OCCCCCCCCCC 1-decanol N,N-dibutylaminoacetate